C(C)C=1C(=NC(=CC1)C1=C(NC(=CC1=O)C1=C(C=C(C(=C1)Cl)C(C)(C)C)C)C)C(=O)N ethyl-6-[6-(4-tert-butyl-5-chloro-2-methyl-phenyl)-2-methyl-4-oxo-1H-pyridin-3-yl]pyridine-2-carboxamide